C[C@@H]1CNC[C@@H](N1C=1N=CC2=C(N1)C(=NN2)C=2C=NC(=CC2)N2C[C@H](NCC2)C)C (3R,5S)-3,5-Dimethyl-4-(3-(6-((R)-3-methylpiperazin-1-yl)pyridin-3-yl)-1H-pyrazolo[4,3-d]pyrimidin-5-yl)piperazin